[C-]1(C=CC=C1)[SiH](C)C.[CH-]1C=CC=C1.[Fe+2] ferrocenyl-dimethyl-silane